tert-butyl-5-amino-2-methylsulfanyl-4-(3-(2-(thiomorpholin-4-yl)-acetylamino)-phenyl)-thieno[2,3-d]pyrimidine-6-carboxamide C(C)(C)(C)NC(=O)C1=C(C2=C(N=C(N=C2C2=CC(=CC=C2)NC(CN2CCSCC2)=O)SC)S1)N